1-(4-(1H-benzo[d]imidazol-4-yl)piperazin-1-yl)ethan-1-one N1C=NC2=C1C=CC=C2N2CCN(CC2)C(C)=O